cyanomalonate C(#N)C(C(=O)[O-])C(=O)[O-]